2-[4-bromo-5-fluoro-2-(4-butoxy-4,5-dihydroisoxazol-3-yl)phenoxy]acetic acid methyl ester COC(COC1=C(C=C(C(=C1)F)Br)C1=NOCC1OCCCC)=O